tert-Butyl-5-(7-ethyl-6-fluoro-1-((2-(trimethylsilyl)ethoxy)methyl)-1H-indol-3-yl)-3,6-dihydropyridine C(C)(C)(C)C1=NCC(=CC1)C1=CN(C2=C(C(=CC=C12)F)CC)COCC[Si](C)(C)C